tert-butyl (4S)-4-[3-[(2,2-dimethyl-1,3-dioxolan-4-yl)methylamino]propyl]-2,2-dimethyl-pyrrolidine-1-carboxylate CC1(OCC(O1)CNCCC[C@H]1CC(N(C1)C(=O)OC(C)(C)C)(C)C)C